NC=1C(=NNC1)C1=CC=2C(N(C=C(C2O1)C(C)C1=CC=CC=C1)C)=O 2-(4-amino-1H-pyrazol-3-yl)-5-methyl-7-(1-phenylethyl)furo[3,2-c]pyridin-4(5H)-one